C(C)(C)(C)OC(=O)N1CCC(CC1)C1=C(C=CC=C1)NS(=O)(=O)C1=CC=C(C=C1)S(N(C)C)(=O)=O tert-butyl-4-(2-((4-(N,N-dimethylsulfamoyl)phenyl)sulfonamido)phenyl)piperidine-1-carboxylate